6-chloro-N-{4-[(5-fluoropyridin-3-yl)oxy]-3-methylphenyl}pyrido[3,4-d]pyrimidin-4-amine ClC1=CC2=C(N=CN=C2NC2=CC(=C(C=C2)OC=2C=NC=C(C2)F)C)C=N1